NCCC(O[Si](OC)(OC)CCCN)CCN (2-aminoethyl)-(2-aminoethyl)3-aminopropyltrimethoxysilane